CC=1C=C(N(C2=CC=C(C=C2)C)C2=CC=C(C=C2)C)C=C(C1)C 3,5-dimethyl-N,N-di-p-tolylaniline